N(=[N+]=[N-])C1=CC=C2C(=C(C(OC2=C1)=O)CC(=O)N)C 7-azido-4-methylcoumarin-3-acetamide